((1R,5S,6s)-6-((6-(2-aminopropan-2-yl)-4-(4-fluorophenyl)pyridin-2-yl)oxy)-3-azabicyclo[3.1.0]hexan-3-yl)(1-methyl-3-(oxazol-2-yl)-1H-pyrazol-5-yl)methanone NC(C)(C)C1=CC(=CC(=N1)OC1[C@@H]2CN(C[C@H]12)C(=O)C1=CC(=NN1C)C=1OC=CN1)C1=CC=C(C=C1)F